trimethoxy(aminopropyl)silane CO[Si](CCCN)(OC)OC